2-(8-(1,3,4-oxadiazol-2-yl)-2-(perfluoroethyl)-4-(p-tolyl)imidazo[1,2-a][1,8]naphthyridin-9-yl)ethan-1-ol O1C(=NN=C1)C=1N=C2N(C=3N=C(C=C(C3C=C2)C2=CC=C(C=C2)C)C(C(F)(F)F)(F)F)C1CCO